2-amino-4-[6-[bis[(4-methoxyphenyl)methyl]amino]-4-methyl-3-(trifluoromethyl)-2-pyridyl]-5-chloro-3,6-difluoro-benzamide NC1=C(C(=O)N)C(=C(C(=C1F)C1=NC(=CC(=C1C(F)(F)F)C)N(CC1=CC=C(C=C1)OC)CC1=CC=C(C=C1)OC)Cl)F